ClC=1C=NC=C(C1[C@@H](C)OC=1C=C2C(=NN(C2=CC1OC)C1OCCCC1)C1=NC(=C(C#N)C=C1)N1CC(C1)(C)NCCOC)Cl (5-((R)-1-(3,5-dichloropyridin-4-yl)ethoxy)-6-methoxy-1-(tetrahydro-2H-pyran-2-yl)-1H-indazol-3-yl)-2-(3-((2-methoxyethyl)amino)-3-methylazetidin-1-yl)nicotinonitrile